CC(C)CCCC(CC(CC)C)C 2,6,8-trimethyldecane